COC1=CC=C(C=C1)C(OC[C@]1(O[C@H](CN(C1)C1CCCCC1)N1C(N=C(C=C1)N1N=CN=C1)=O)CO[Si](C(C)C)(C(C)C)C(C)C)(C1=CC=CC=C1)C1=CC=C(C=C1)OC 1-[(2R,6S)-6-[[bis(4-methoxyphenyl)-phenyl-methoxy]methyl]-4-cyclohexyl-6-(triisopropylsiloxymethyl)morpholin-2-yl]-4-(1,2,4-triazol-1-yl)pyrimidin-2-one